6-fluorobenzenesulfonamide FC1=CC=CC=C1S(=O)(=O)N